ClC=1C=C(C=CC1C#N)N1C[C@H](N(C[C@@H]1C)C(=O)NC=1C=NC(=CC1)OCCCCCN1CCN(CC1)C=1C=C2C(N(C(C2=CC1)=O)C1C(NC(CC1)=O)=O)=O)C (2R,5S)-4-(3-chloro-4-cyanophenyl)-N-(6-((5-(4-(2-(2,6-dioxopiperidin-3-yl)-1,3-dioxoisoindolin-5-yl)piperazin-1-yl)pentyl)oxy)pyridin-3-yl)-2,5-dimethylpiperazine-1-carboxamide